[1,2,4]triazolo[1,5-a]pyridin-7-ylmethanol N=1C=NN2C1C=C(C=C2)CO